6-(5-(3,5-dichloro-4-fluorophenyl)-5-(trifluoromethyl)-4,5-dihydroisoxazol-3-yl)-N-(2,2,2-trifluoroethyl)-6,7-dihydro-5H-pyrrolo[3,4-d]pyrimidine-2-carboxamide ClC=1C=C(C=C(C1F)Cl)C1(CC(=NO1)N1CC=2N=C(N=CC2C1)C(=O)NCC(F)(F)F)C(F)(F)F